C(N)(=O)C1=NN(C2=CC=C(C=C12)C(=O)O)CC(=O)N(C1CC1)CC(=O)NCC1=C(C(=CC=C1)Cl)F 3-carbamoyl-1-(2-((2-((3-chloro-2-fluorophenylmethyl)amino)-2-oxoethyl)(cyclopropyl)amino)-2-oxoethyl)-1H-indazole-5-carboxylic acid